C1(CC1)N(C(CC(F)(F)F)=O)CC1=CC=C(C=C1)C1=NOC(=N1)C(F)(F)F N-cyclopropyl-3,3,3-trifluoro-N-[[4-[5-(trifluoromethyl)-1,2,4-oxadiazol-3-yl]phenyl]methyl]propanamide